NC1=NC2=CC(=CC=C2C=C1)CN(C(=O)C=1C=NOC1C(C)C)C=1C(=NC=CC1)S(=O)(=O)C N-[(2-aminoquinolin-7-yl)methyl]-N-(2-methanesulfonylpyridin-3-yl)-5-(propan-2-yl)-1,2-oxazole-4-carboxamide